tert-butyl (2S,4R)-2'-chloro-4'-fluoro-2-methyl-4',5'-dihydrospiro[piperidine-4,7'-thieno[2,3-c]pyran]-1-carboxylate ClC1=CC2=C([C@]3(OCC2F)C[C@@H](N(CC3)C(=O)OC(C)(C)C)C)S1